1,8-Dimethyl-6-((1-methyl-1H-pyrazol-4-yl)methyl)-2,3-dithia-6,8-diazabicyclo[3.2.2]nonane-7,9-dione CC12SSCC(N(C1=O)CC=1C=NN(C1)C)C(N2C)=O